1-[(2R,4S)-4-[4-amino-5-[2-(2-fluoro-3,5-dimethoxyphenyl)ethynyl]pyrrolo[2,1-f][1,2,4]triazin-7-yl]-2-(methoxymethyl)pyrrolidin-1-yl]prop-2-en-1-one NC1=NC=NN2C1=C(C=C2[C@H]2C[C@@H](N(C2)C(C=C)=O)COC)C#CC2=C(C(=CC(=C2)OC)OC)F